FC=1C=C(C=C(C1)F)[C@@H](C)NC=1C=C2C(=NNC2=CC1)/C=C/C=1C=NN(C1)CCO (R,E)-2-(4-(2-(5-((1-(3,5-difluorophenyl)ethyl)amino)-1H-indazol-3-yl)vinyl)-1H-pyrazol-1-yl)-1-ethanol